C(CCC)N1C(=NC2=C1C=CC=C2NC2=C(C=CC=C2)C)C2=CC(=CC(=C2)C(C)(C)C)C(C)(C)C 1-Butyl-2-(3,5-di-tert-butylphenyl)-N-(o-tolyl)-1H-benzo[d]imidazol-4-amine